5-Fluoro-6-vinylisoindoline-2-carboxylic acid tert-butyl ester C(C)(C)(C)OC(=O)N1CC2=CC(=C(C=C2C1)F)C=C